3-fluorocyclobutan-1-amine FC1CC(C1)N